FC(C=1C(=NC=C(C1)[N+](=O)[O-])NC(CCC=C)(C)C)F 3-(difluoromethyl)-N-(1,1-dimethylpent-4-enyl)-5-nitro-pyridin-2-amine